5-(2-(8-oxa-3-azabicyclo[3.2.1]oct-3-yl)-7-fluoroquinolin-8-yl)-6-ethylpyridin-2-amine C12CN(CC(CC1)O2)C2=NC1=C(C(=CC=C1C=C2)F)C=2C=CC(=NC2CC)N